benzyl N-[4-[(2S)-2-methylpiperazin-1-yl]-3-nitrophenyl]carbamate C[C@@H]1N(CCNC1)C1=C(C=C(C=C1)NC(OCC1=CC=CC=C1)=O)[N+](=O)[O-]